isopentyl-tris-(2-ethoxyethoxy)silane C(CC(C)C)[Si](OCCOCC)(OCCOCC)OCCOCC